C(C1=CC=CC=C1)N1[C@@H]2[C@H](OCC1)CN(CC2)C(=O)OC(C)(C)C (cis)-tert-butyl 1-benzylhexahydro-1H-pyrido[3,4-b][1,4]oxazin-6(7H)-carboxylate